4-hydroxy-3-(3-methylbut-2-enyl)naphthalene-1,2-dione OC1=C(C(C(C2=CC=CC=C12)=O)=O)CC=C(C)C